The molecule is a steroid sulfate that is 2-hydroxy-17beta-estradiol in which the phenolic hydrogen at position 3 has been replaced by a sulfo group. It is a steroid sulfate, a 17beta-hydroxy steroid and a 2-hydroxy steroid. It derives from a 2-hydroxy-17beta-estradiol. It is a conjugate acid of a 2-hydroxy-17beta-estradiol 3-sulfate(1-). C[C@]12CC[C@H]3[C@H]([C@@H]1CC[C@@H]2O)CCC4=CC(=C(C=C34)O)OS(=O)(=O)O